(1-(2-chloro-5-((1-(2,2-difluorocyclopropyl)-1H-pyrazol-4-yl)ethynyl)pyridin-4-yl)piperidin-4-yl)ethan-1-ol ClC1=NC=C(C(=C1)N1CCC(CC1)C(C)O)C#CC=1C=NN(C1)C1C(C1)(F)F